1-(3-((6-amino-5-chloropyridin-3-yl)ethynyl)-4-methylphenyl)-3-(3-(tert-butyl)-1-(quinolin-6-yl)-1H-pyrazol-5-yl)urea NC1=C(C=C(C=N1)C#CC=1C=C(C=CC1C)NC(=O)NC1=CC(=NN1C=1C=C2C=CC=NC2=CC1)C(C)(C)C)Cl